(1,4-dimethylpiperazin-2-yl)methyl (Z)-2-(1-(4-(benzyloxy)-3,5-dimethoxybenzylidene)-5-methoxy-2-methyl-1H-inden-3-yl)acetate C(C1=CC=CC=C1)OC1=C(C=C(\C=C/2\C(=C(C3=CC(=CC=C23)OC)CC(=O)OCC2N(CCN(C2)C)C)C)C=C1OC)OC